tert-butyl (1-(6-chloro-1-methyl-1H-pyrazolo[3,4-d]pyrimidin-4-yl)piperidin-4-yl)carbamate ClC1=NC(=C2C(=N1)N(N=C2)C)N2CCC(CC2)NC(OC(C)(C)C)=O